NC1=C(C=C(C=N1)C=1C=C2N(N1)CCC21CN(C1)C(=O)N[C@H](C)C=1C=NC(=CC1)C#N)C(F)(F)F 2'-[6-amino-5-(trifluoromethyl)pyridin-3-yl]-N-[(1R)-1-(6-cyanopyridin-3-yl)ethyl]-5',6'-dihydrospiro[azetidine-3,4'-pyrrolo[1,2-b]pyrazole]-1-carboxamide